O1CC(CCC1)CC(=O)O tetrahydro-2H-pyran-3-yl-acetic acid